(2s,3s)-3-{4-chloro-2-[5-chloro-1-(4-methylbenzenesulfonyl)-1H-pyrrolo[2,3-b]pyridin-3-yl]-5-fluoro-7H-pyrrolo[2,3-d]pyrimidin-7-yl}bicyclo[2.2.2]octane-2-carboxylic acid ethyl ester C(C)OC(=O)[C@H]1C2CCC([C@@H]1N1C=C(C3=C1N=C(N=C3Cl)C3=CN(C1=NC=C(C=C13)Cl)S(=O)(=O)C1=CC=C(C=C1)C)F)CC2